ClC1=CC=C(C=C1)[C@H](C)NC(CN1N=CC2=C(C1=O)N(C=C2)C)=O (S)-N-(1-(4-Chlorophenyl)ethyl)-2-(1-methyl-7-oxo-1,7-dihydro-6H-pyrrolo[2,3-d]pyridazin-6-yl)acetamid